ClC=1C=C2C(=CC1)NC(C21CCN(CC1)CCOC1=CC=C(C=C1)C1S(CCC1)(=O)=O)=O 2-[4-(2-{5-chloro-2-oxo-1,2-dihydrospiro[indole-3,4'-piperidin]-1'-yl}ethoxy)phenyl]-1lambda6-thiolane-1,1-dione